2-(2-ethoxy-3-fluoro-5-isopropylphenyl)-2-((R)-3-(methyl(5-(5,6,7,8-tetrahydro-1,8-naphthyridin-2-yl)pentyl)amino)pyrrolidin-1-yl)acetic acid C(C)OC1=C(C=C(C=C1F)C(C)C)C(C(=O)O)N1C[C@@H](CC1)N(CCCCCC1=NC=2NCCCC2C=C1)C